The molecule is a 2-oxo monocarboxylic acid that is pyruvic acid in which one of the methyl hydrogens is substituted by a 3-dimethylallyl-4-hydroxyphenyl group. It is a 2-oxo monocarboxylic acid and a member of phenols. It derives from a pyruvic acid. It is a conjugate acid of a 3-dimethylallyl-4-hydroxyphenylpyruvate(1-). CC(=CCC1=C(C=CC(=C1)CC(=O)C(=O)O)O)C